ClC1=C(C=CC=C1)S(=O)(=O)N1N=C(C=C1)C(=O)NCC1=NC=C(N=C1)C 1-(2-chlorophenyl)sulfonyl-N-[(5-methylpyrazin-2-yl)methyl]pyrazole-3-carboxamide